C1=CC=CC2=CC=CC(=C12)C(=O)N 8-naphthamide